C(CCCCCCC#C)NC(OC(C)(C)C)=O tert-butyl non-8-yn-1-ylcarbamate